ClC1=C(C=CC=C1F)CC(=O)NC1=CN=NC(=C1)NC1=CC(=C(C=C1)F)F 2-(2-chloro-3-fluorophenyl)-N-[6-(3,4-difluorophenylamino)pyridazin-4-yl]acetamide